4-((2-(((S)-((S)-4,4-difluoro-2-methyltetrahydrofuran-2-yl)(3-methylpyridin-2-yl)methyl)amino)-3,4-dioxocyclobut-1-en-1-yl)amino)-3-hydroxy-N,N-dimethylpicolinamide FC1(C[C@@](OC1)(C)[C@H](C1=NC=CC=C1C)NC1=C(C(C1=O)=O)NC1=C(C(=NC=C1)C(=O)N(C)C)O)F